BrC1=C(N=C(C(=N1)C(C(C(CC)=O)N1CCN([C@H]2CC[C@H]12)C(=O)OC(C)(C)C)=O)NCC(=O)OC(C)(C)C)C tert-butyl (1S,6S)-5-(1-(6-bromo-3-((2-(tert-butoxy)-2-oxoethyl)amino)-5-methylpyrazin-2-yl)-1,3-dioxopentan-2-yl)-2,5-diazabicyclo[4.2.0]octane-2-carboxylate